tert-butyl 4-[2-[2-[2-[3-[2-(6-methyl-7-oxo-1H-pyrrolo[2,3-c]pyridin-4-yl)-4-nitro-phenoxy]phenoxy]ethoxy] ethoxy]ethoxy]piperidine-1-carboxylate CN1C(C2=C(C(=C1)C1=C(OC=3C=C(OCCOCCOCCOC4CCN(CC4)C(=O)OC(C)(C)C)C=CC3)C=CC(=C1)[N+](=O)[O-])C=CN2)=O